(trifluoromethyl)imidazo[1,2-a]pyridine-2-carboxamide FC(F)(F)C1=C(N=C2N1C=CC=C2)C(=O)N